[Cl-].[Zn+2].C1(=CC=CC=C1)P(CCNC1CCCC=2C=CC(=NC12)C)C1=CC=CC=C1.[Cl-] N-(2-(diphenylphosphino)ethyl)-2-methyl-5,6,7,8-tetrahydroquinolin-8-amine zinc chloride